C(C1=CC=CC=C1)OC(=O)N1CCC(CC1)=C.C1(CC1)COC1=CC(=CC(=N1)N1CC2(C=3C=NC(=CC31)NC(C)=O)CC2)C N-(1'-(6-(cyclopropylmethoxy)-4-methylpyridin-2-yl)-1',2'-dihydrospiro[cyclopropane-1,3'-pyrrolo[3,2-c]pyridin]-6'-yl)acetamide benzyl-4-methylidenepiperidine-1-carboxylate